Cl.ClC1=CC=C(CN2C(=NC3=C2C=CC=C3)N3C[C@H](CCC3)N)C=C1 (S)-1-(1-(4-Chlorobenzyl)-1H-benzo[d]imidazol-2-yl)piperidin-3-amin-hydrochlorid